FC1=CC(=C(C=C1C(C)C)C(C(=O)O)N1C[C@@H](CC1)OCCCCCC1=NC=2NCCCC2C=C1)OC 2-(4-fluoro-5-isopropyl-2-methoxyphenyl)-2-((R)-3-((5-(5,6,7,8-tetrahydro-1,8-naphthyridin-2-yl)pentyl)oxy)pyrrolidin-1-yl)acetic acid